NN1C=NC(=C1C(=O)N)C1=CC=C(C=C1)C(NC1=NC=CC(=C1)OC)=O 1-amino-4-(4-((4-methoxypyridin-2-yl)carbamoyl)phenyl)-1H-imidazole-5-carboxamide